Cl.N[C@H](C(=O)OC(C(=O)N(CC)CC)C(C)C)CC1=CC(=CC=C1)S(=O)(=O)N1CC(C1)(C1=CC=CC=C1)OC1=CC(=CC=C1)F 1-(Diethylamino)-3-methyl-1-oxobutan-2-yl (2S)-2-amino-3-(3-{[3-(3-fluorophenoxy)-3-phenylazetidin-1-yl]sulfonyl}phenyl)propanoate monohydrochloride